imidazoletrione N1C(NC(C1=O)=O)=O